4-Amino-N-(6-Methyl-1-((3-(Methylcarbamoyl)phenyl)amino)isoquinolin-5-yl)thieno[3,2-d]pyrimidin-7-carboxamid NC=1C2=C(N=CN1)C(=CS2)C(=O)NC2=C1C=CN=C(C1=CC=C2C)NC2=CC(=CC=C2)C(NC)=O